4-(3-amino-5-(4-fluorobenzo[d][1,3]dioxol-5-yl)-1H-pyrazolo[3,4-b]pyridin-1-yl)-2-methylbutan-2-ol NC1=NN(C2=NC=C(C=C21)C2=C(C1=C(OCO1)C=C2)F)CCC(C)(O)C